5-(1-(4-(dimethylamino)piperidin-1-yl)vinyl)-6-methyl-2-(pyridin-3-yl)indolizine-7-carboxylic acid isopropyl ester C(C)(C)OC(=O)C=1C(=C(N2C=C(C=C2C1)C=1C=NC=CC1)C(=C)N1CCC(CC1)N(C)C)C